3-chloro-pyridine-2-carboxylic acid (5-iodo-2-methylamino-pyridin-3-yl)-amide IC=1C=C(C(=NC1)NC)NC(=O)C1=NC=CC=C1Cl